2,2'-bipyridyl copper (I) [Cu+].N1=C(C=CC=C1)C1=NC=CC=C1